4-benzamido-L-phenylalanine C(C1=CC=CC=C1)(=O)NC1=CC=C(C[C@H](N)C(=O)O)C=C1